1-Pentyl-1-ethylpyrrolidinium acetate C(C)(=O)[O-].C(CCCC)[N+]1(CCCC1)CC